ClCC1=CN=C(N1)C1=C(C=CC=C1)F 5-chloromethyl-2-(2-fluoro-phenyl)-1H-imidazole